5-(5-(difluoromethyl)-1-methyl-1H-pyrazol-3-yl)-3-(1-(2-ethylphenyl)cyclopropyl)-1,2,4-oxadiazole FC(C1=CC(=NN1C)C1=NC(=NO1)C1(CC1)C1=C(C=CC=C1)CC)F